CC1(CC1)NS(=O)(=O)C=1C=C2C(NC(N(C2=CC1)CC1(CC1)C)=O)=O N-(1-methylcyclopropyl)-1-((1-methylcyclopropyl)methyl)-2,4-dioxo-1,2,3,4-tetrahydroquinazoline-6-sulfonamide